1,4-bis(1-heptyl-1H-imidazo[4,5-f][1,10]phenanthrolin-2-yl)benzene C(CCCCCC)N1C(=NC2=C3C=CC=NC3=C3N=CC=CC3=C21)C2=CC=C(C=C2)C=2N(C=1C(=C3C=CC=NC3=C3N=CC=CC13)N2)CCCCCCC